BrCCN1C(=NC2=CC=CC=C2C1=O)C1=CC=CC=C1 3-(2-bromoethyl)-2-phenylquinazolin-4(3H)-one